2'-(3-methyl-1'H,7H-spiro[furo[3,4-b]pyridine-5,4'-piperidin]-1'-yl)-1,3-dihydro-4'H-spiro[indene-2,5'-[1,3]oxazol]-4'-one CC=1C=C2C(=NC1)COC21CCN(CC1)C=1OC2(C(N1)=O)CC1=CC=CC=C1C2